CC1(CC=NO1)CCCC(C)C 5-methyl-5-(4-methylpentyl)-4,5-dihydroisoxazole